CN(C)CC1C(CN(C1)C1=C(C=NC=2NC3=C(C=C(C=C3C21)F)NC)C=2C=C1C(C(=CN(C1=NC2)C)C(=O)O)=O)(F)F 6-(4-(4-((dimethylamino)methyl)-3,3-difluoropyrrolidin-1-yl)-6-fluoro-8-(methylamino)-9H-pyrido[2,3-b]indol-3-yl)-1-methyl-4-oxo-1,4-dihydro-1,8-naphthyridine-3-carboxylic acid